C(C)(=O)[O-].C(CCCC)[N+]1=CC(=CC=C1)C 1-pentyl-3-methylpyridinium acetate